1-O-dodecyl-3-O-methyl-2-O-(2',3'-dihydroxypropyl)glycerin C(CCCCCCCCCCC)OCC(OCC(CO)O)COC